Ethyl 2-((4-fluorophenyl)amino)-2-carbonylacetate FC1=CC=C(C=C1)NC(C(=O)OCC)=C=O